N-butyl-Acrylamide C(CCC)NC(C=C)=O